C(CC)N(CCC1=NNC=2C=CC=C(C12)O)CCC 3-(2-(dipropylamino)ethyl)-1H-indazol-4-ol